ClC1=NC(=NC(=N1)N)N anti-chlorodiamino-s-triazine